BrC1=NC(=CC(=C1OC)Br)C 2,4-dibromo-3-methoxy-6-methyl-pyridine